2'-chloro-N-(5-(((1S,3R)-3-hydroxycyclopentyl)methoxy)-1,3,4-thiadiazol-2-yl)-5'-methoxy-6-methyl-(4,4'-bipyridine)-3-carboxamide ClC1=NC=C(C(=C1)C1=C(C=NC(=C1)C)C(=O)NC=1SC(=NN1)OC[C@@H]1C[C@@H](CC1)O)OC